COC([C@@H](CC1=CC(=CC=C1)NC1C(CCC1)=O)N)=O (2R)-2-amino-3-{3-[(2-oxocyclopentyl)amino]phenyl}propanoic acid methyl ester